6-bromo-1-cyclopentyl-1H-pyrrolo[2,3-b]pyridine BrC1=CC=C2C(=N1)N(C=C2)C2CCCC2